N-(2,2-dimethyl-6-morpholino-1-oxo-2,3-dihydro-1H-inden-5-yl)pyrazolo[1,5-a]pyrimidine-3-carboxamide CC1(C(C2=CC(=C(C=C2C1)NC(=O)C=1C=NN2C1N=CC=C2)N2CCOCC2)=O)C